(R)-4-(6-((4-methoxybenzyl)oxy)-2-(methylthio)pyrimidin-4-yl)-2-methylmorpholine COC1=CC=C(COC2=CC(=NC(=N2)SC)N2C[C@H](OCC2)C)C=C1